N1(CCCCC1)CCOC1=CC=C(C(=O)NC2=C(C=CC=C2)C2=NN(C=C2)CC(F)(F)F)C=C1 4-(2-(piperidin-1-yl)ethoxy)-N-(2-(1-(2,2,2-trifluoroethyl)-1H-pyrazol-3-yl)phenyl)benzamide